BrC1=CC=C(C=C1)NCC=CCO 4-((4-bromophenyl)amino)but-2-en-1-ol